[7,7-dimethyl-8-(1-octylnonoxy)-8-oxo-octyl] (2S,4S)-1-[8-(1-hexylnonoxy)-7,7-dimethyl-8-oxo-octyl]-4-(3-pyrrolidin-1-ylpropanoyloxy)pyrrolidine-2-carboxylate C(CCCCC)C(CCCCCCCC)OC(C(CCCCCCN1[C@@H](C[C@@H](C1)OC(CCN1CCCC1)=O)C(=O)OCCCCCCC(C(=O)OC(CCCCCCCC)CCCCCCCC)(C)C)(C)C)=O